C(C)(C)(C)OC(=O)N1C=CC2=C(C(=CC(=C12)C)OC)CN1C(CN(CC1)CCC(F)(F)F)C=1C=NC(=CC1)C(=O)OC.C1(CCCCC1)CS(=O)(=O)N cyclohexylMethyl-sulfonamide tert-butyl-5-methoxy-4-((2-(6-(methoxycarbonyl)pyridin-3-yl)-4-(3,3,3-trifluoropropyl)piperazin-1-yl)methyl)-7-methyl-1H-indole-1-carboxylate